4-(1-(piperidin-4-yl)-1H-pyrazol-4-yl)pyridine trifluoroacetate salt FC(C(=O)O)(F)F.N1CCC(CC1)N1N=CC(=C1)C1=CC=NC=C1